ClC=1C=C(C=CC1F)S1C[C@H](CN2C(N=C(C3=CC(=CC1=C23)C(F)(F)F)N2C[C@@H](N[C@@H](C2)C)C)=O)OCCOC (S)-l-1-(3-chloro-4-fluorophenyl)-8-((3S,5R)-3,5-dimethylpiperazin-1-yl)-3-(2-methoxyethoxy)-10-(trifluoromethyl)-3,4-dihydro-2H,6H-[1,4]thiazepino[2,3,4-ij]quinazolin-6-one